BrCC(=O)C1=C(C(=C(C=C1)F)F)O 2-bromo-1-(3,4-difluoro-2-hydroxyphenyl)ethan-1-one